FC1=CC=C(C=C1)C1=CC=C(N=N1)NC1C2CN(CC12)CC1CCOCC1 trans-N-[6-(4-fluorophenyl)pyridazin-3-yl]-3-(tetrahydropyran-4-ylmethyl)-3-azabicyclo[3.1.0]hexane-6-amine